ClC1=C(C=NC(=C1C)C1=CC(=CC=C1)Cl)C#N 4-chloro-6-(3-chlorophenyl)-5-methyl-pyridine-3-carbonitrile